1-(2,6-dimethoxyphenyl)-9-(3-hydroxy-4-methoxyphenyl)nonan-1-one COC1=C(C(=CC=C1)OC)C(CCCCCCCCC1=CC(=C(C=C1)OC)O)=O